4-(3,5-dimethylpiperidin-4-yl)-2-(2,6-dioxopiperidin-3-yl)-5,6-difluoroisoindoline-1,3-dione CC1CNCC(C1C1=C2C(N(C(C2=CC(=C1F)F)=O)C1C(NC(CC1)=O)=O)=O)C